C(C)(=O)N1\C(\C(C2=CC=CC=C12)=O)=C/C1=NC2=CC=CC=C2C(=C1)C=1C=C2CCNC(C2=CC1)=O (Z)-6-(2-((1-acetyl-3-oxoindolin-2-ylidene)meth-yl)quinolin-4-yl)-3,4-dihydroisoquinolin-1(2H)-one